[I-].C(=O)(O)[C@@H](NC(OCC1C2=CC=CC=C2C=2C=CC=CC12)=O)CCCCNC(CCOCCOCC[N+](C)(C)C)=O (S)-5-carboxy-1-(9H-fluoren-9-yl)-N,N,N-trimethyl-3,11-dioxo-2,14,17-trioxa-4,10-diazanonadecan-19-aminium iodide